C(C)(C)(C)OC(=O)N1OC(C[C@H]1C1=CN=NC(=C1)C#N)O (3S)-3-(6-Cyanopyridazin-4-yl)-5-hydroxy-isoxazolidine-2-carboxylic acid tert-butyl ester